3-(2-((tert-butyldimethylsilyl)oxy)ethoxy)-1H-pyrazole [Si](C)(C)(C(C)(C)C)OCCOC1=NNC=C1